C1(CC1)N1C(=NC2=C1C=C(C(=C2)F)F)N2C=NC=C2 1-(1-Cyclopropyl-5,6-difluoro-1H-benzo[d]imidazol-2-yl)-1H-imidazol